triphenyl-sulfonium perfluoroethanedisulfonate FC(C(S(=O)(=O)[O-])(F)F)(S(=O)(=O)[O-])F.C1(=CC=CC=C1)[S+](C1=CC=CC=C1)C1=CC=CC=C1.C1(=CC=CC=C1)[S+](C1=CC=CC=C1)C1=CC=CC=C1